ClC1=NC=C(C(=N1)N(CC1=CC=C(C=C1)OC)CC1=CC=C(C=C1)OC)[N+](=O)[O-] chloro-N,N-bis(4-methoxybenzyl)-5-nitropyrimidin-4-amine